3-(5-(1,3,4-oxadiazol-2-yl)pyridin-3-yl)phenyl naphthalen-1-ylcarbamate C1(=CC=CC2=CC=CC=C12)NC(OC1=CC(=CC=C1)C=1C=NC=C(C1)C=1OC=NN1)=O